O=C1NC(CCC1N1C(N(C2=C1C=CC(=C2)C=2C=CC(=NC2)N2C(CN(CC2)C(=O)OC(C)(C)C)=O)C)=O)=O Tert-butyl 4-(5-(1-(2,6-dioxopiperidin-3-yl)-3-methyl-2-oxo-2,3-dihydro-1H-benzo[d]imidazol-5-yl)pyridin-2-yl)-3-oxopiperazine-1-carboxylate